1-iodo-2,3-bis(bromomethyl)-4-methylsulfonyloxybenzene IC1=C(C(=C(C=C1)OS(=O)(=O)C)CBr)CBr